NC1(CCN(CC1)C1=NC(=C2C(=N1)NN=C2C2=C(C(=CC=C2)Cl)Cl)C#N)C2=CC=CC=C2 6-(4-Amino-4-phenylpiperidin-1-yl)-3-(2,3-dichlorophenyl)-1H-pyrazolo[3,4-d]pyrimidine-4-carbonitrile